[N+](=O)([O-])C1=C(C=C(NC2=CC=CC=C2)C=C1)C1=NN(C=C1)CC=1C=NC=CC1 4-nitro-N-phenyl-3-(1-(pyridin-3-ylmethyl)-1H-pyrazol-3-yl)aniline